4,4'-bis-tert-butyl-2,2'-bipyridine C(C)(C)(C)C1=CC(=NC=C1)C1=NC=CC(=C1)C(C)(C)C